2'-Ethoxy-N4-{[1-(methoxymethyl)cyclobutyl]methyl}-N4-methyl-6'-(trifluoromethyl)[2,4'-bipyridin]-4,5,6-triamine C(C)OC1=NC(=CC(=C1)C1=NC(=C(C(=C1)N(C)CC1(CCC1)COC)N)N)C(F)(F)F